BrCCCCC\C=C(/C#N)\C1=C(C=CC=C1)SC1=CC=CC=C1 (Z)-8-bromo-2-(2-(phenylthio)phenyl)oct-2-enenitrile